(S)-N-(1-cyano-1,2-dimethylpropyl)-2-(2,4-dichlorophenoxy)propanamide C(#N)C(C(C)C)(C)NC([C@H](C)OC1=C(C=C(C=C1)Cl)Cl)=O